FC([C@H]1CNCCO1)(F)F (2R)-2-(trifluoromethyl)morpholine